tert-butyl (1S,2R,3R,5R)-3-((5-(4-chloro-2-(methoxymethoxy)phenyl)pyrazin-2-yl)amino)-2-fluoro-8-azabicyclo[3.2.1]octane-8-carboxylate ClC1=CC(=C(C=C1)C=1N=CC(=NC1)N[C@H]1[C@H]([C@@H]2CC[C@H](C1)N2C(=O)OC(C)(C)C)F)OCOC